6-oxo-8,8a,9,10-tetrahydro-7H-phenanthrene-9-carboxylic acid O=C1C=C2C=3C=CC=CC3CC(C2CC1)C(=O)O